(R)-N-(2,2,2-trifluoro-1-(4-fluorophenyl)ethyl)pyrimidine-5-sulfonamide FC([C@@H](C1=CC=C(C=C1)F)NS(=O)(=O)C=1C=NC=NC1)(F)F